FC(C(=O)N1C2CN(C(C1)CC2)C=2N=CC1=C(N2)C(=NC=N1)NC1=CC(=C(C=C1)OC1=CC2=C(N(N=N2)C)C=C1)C)=C 2-fluoro-1-(5-(8-((3-methyl-4-((1-methyl-1H-benzo[d][1,2,3]triazol-5-yl)oxy)phenyl)amino)pyrimido[5,4-d]pyrimidin-2-yl)-2,5-diazabicyclo[2.2.2]octan-2-yl)prop-2-en-1-one